tetramethyl-ammonium citraconate C(\C(\C)=C/C(=O)[O-])(=O)[O-].C[N+](C)(C)C.C[N+](C)(C)C